OC1(CN(CC1)C1=CC=CC(=N1)O)C 6-(3-hydroxy-3-methyl-pyrrolidin-1-yl)pyridin-2-ol